CN1N=NC(=C1NC(O[C@H](C)C1=CSC=C1Cl)=O)C1=NC(=C(C=C1)NS(=O)(=O)C)C (R)-1-(4-chlorothiophen-3-yl)ethyl (1-methyl-4-(6-methyl-5-(methylsulfonamido) pyridin-2-yl)-1H-1,2,3-triazol-5-yl)carbamate